N-Cyclopropyl-4-methyl-3-{1-[6-(2-methyl-propane-2-sulfonyl)-imidazo[1,2-a]pyridin-2-yl]-1H-pyrazol-4-yl}-benzamide C1(CC1)NC(C1=CC(=C(C=C1)C)C=1C=NN(C1)C=1N=C2N(C=C(C=C2)S(=O)(=O)C(C)(C)C)C1)=O